C1(=CC=CC2=CC=CC=C12)C1=C(C=CC(=C1)NC1=CC=CC=C1)C1=CC=C(C=C1)NC1=CC=CC=C1 (1-naphthyl)-N,N'-bis-phenyl-(1,1'-biphenyl)-4,4'-diamine